(3-(morpholin-4-carbonyl)quinolin-8-yl)boronic acid N1(CCOCC1)C(=O)C=1C=NC2=C(C=CC=C2C1)B(O)O